trans-3-((tert-butoxycarbonyl)amino)cyclobutanecarboxylic acid C(C)(C)(C)OC(=O)N[C@@H]1C[C@H](C1)C(=O)O